CS(=O)(=O)N[C@@H]1[C@@H](N(CCC1)C(=O)OC)CC1=CC(=CC=C1)C=1SC=CC1 methyl cis-3-((methylsulfonyl)amino)-2-(3-(2-thienyl)benzyl)piperidine-1-carboxylate